C1=CC=CC=2C3=CC=CC=C3C(C12)COC(=O)N[C@H](C(=O)NC=1C=C(N(C1)C)C(=O)NC=1N=C(N(C1)C)C(=O)OCC)CCNC(=O)OC(C)(C)C ethyl (S)-4-(4-(2-((((9H-fluoren-9-yl)methoxy)carbonyl) amino)-4-((tert-butoxycarbonyl) amino) butanamido)-1-methyl-1H-pyrrole-2-carboxamido)-1-methyl-1H-imidazole-2-carboxylate